N1=C(C=C(C=C1)C1=CC=NC=C1)CNC(C1=CC(=C(C=C1)C)S(=O)(=O)C)=O N-([4,4'-bipyridin]-2-ylmethyl)-4-methyl-3-(methylsulfonyl)benzamide